6-oxo-7-oxa-2,5-diazaspiro[3.4]octane-2-carboxylic acid trans-3-hydroxycyclobutyl ester O[C@@H]1C[C@H](C1)OC(=O)N1CC2(C1)NC(OC2)=O